8-hydroxy-6-({2-oxo-[1,2'-bipyridyl]-3-yl}amino)imidazo[1,2-b]pyridazine-3-carboxylic acid OC=1C=2N(N=C(C1)NC=1C(N(C=CC1)C1=NC=CC=C1)=O)C(=CN2)C(=O)O